CN(C(=O)[C@H]1N(C(N(C1)C(=O)OC(C)(C)C)=O)C1=NC(=CC(=C1)C(F)(F)F)C)C1=CC=C2C(=N1)N(C=C2)S(=O)(=O)C2=CC=C(C)C=C2 (S)-tert-butyl 4-(methyl(1-tosyl-1H-pyrrolo[2,3-b]pyridin-6-yl)carbamoyl)-3-(6-methyl-4-(trifluoromethyl)pyridin-2-yl)-2-oxoimidazolidine-1-carboxylate